CN(CCNC(=O)C1=CC(=NC2=CC=C(C=C12)F)C1=CC(=NC2=CC=C(C=C12)F)C1=CC(=C(C=C1)F)Cl)C N-(2-dimethylamino-1-ethyl)-2'-(3-chloro-4-fluorophenyl)-6,6'-difluoro-2,4'-biquinoline-4-amide